tetrabutyl-phosphorus diacetate C(C)(=O)[O-].C(C)(=O)[O-].C(CCC)[P+2](CCCC)(CCCC)CCCC